N1C(NC2=C1C=NC=N2)=O DIHYDROIMIDAZOPYRIMIDONE